C1(=CC=CC=C1)C1(N(C=2C=CC3=C(C2C=C1)C=CC=C3)C(=O)C3=CC=CC=C3)C3=CC=CC=C3 (3,3-diphenylbenzo[f]quinolin-4(3H)-yl)(phenyl)methanone